O1CC=CC=2C1=NC=C(C2)C(=O)[O-].C(CCCCCCCCCCCCC)(=O)C([NH+](C)C)C(CCCCCCCCCCCCC)=O dimyristoyl-trimethylammonium pyrano[2,3-b]pyridine-6-carboxylate